ClC=1C=C2CCCN(C2=C(C1)C1=C2C(=NC=C1)C=C(S2)CN2C(OC(C2=O)(C)C)=O)[C@@H]2CNC1(CCC1)C2 (S)-3-((7-(6-chloro-1-(5-azaspiro[3.4]octan-7-yl)-1,2,3,4-tetrahydroquinolin-8-yl)thieno[3,2-b]pyridin-2-yl)methyl)-5,5-dimethyloxazolidine-2,4-dione